4-(2,6-dichlorobenzamido)-N-(1-((2-(2,6-dioxopiperidin-3-yl)-6-fluoro-1,3-dioxoisoindolin-5-yl)methyl)piperidin-4-yl)-1H-pyrazole-3-carboxamide ClC1=C(C(=O)NC=2C(=NNC2)C(=O)NC2CCN(CC2)CC=2C=C3C(N(C(C3=CC2F)=O)C2C(NC(CC2)=O)=O)=O)C(=CC=C1)Cl